7-Bromo-3,6-dimethyl-1,2,3,4-tetrahydrothieno[3,2-d]pyrimidine-2,4-dione BrC1=C(SC2=C1NC(N(C2=O)C)=O)C